OCC=1C=C(C2=C(C=CO2)C1)C=1C=C(CNS(=O)C(C)(C)C)C=CC1 N-(3-(5-(hydroxymethyl)benzofuran-7-yl)benzyl)-2-methylpropane-2-sulfinamide